FC1=CC=C(C=C1)N1C(C(C1)CCC(=O)C1=CC=C(C=C1)F)=O 1-(4-fluorophenyl)-3-[3-(4-fluorophenyl)-3-oxopropyl]azetidin-2-one